NC1=C(C(=NC=N1)NC1=CC(=C2N(C1=O)C1(CCN(CC1)CC#N)NC2=O)C)OC 2-(6-((6-amino-5-methoxypyrimidin-4-yl)amino)-8-methyl-1,5-dioxo-1,5-dihydro-2H-spiro[imidazo[1,5-a]pyridine-3,4'-piperidin]-1'-yl)acetonitrile